n-triacontanoic acid CCCCCCCCCCCCCCCCCCCCCCCCCCCCCC(=O)O